C(C)(C)(C)OC(=O)NCCCCCCCCN N-tert-butyloxycarbonyl-1,8-octanediamine